4-benzyloxymethoxy-1-methylbutyl-lithium C(C1=CC=CC=C1)OCOCCCC(C)[Li]